[2H]C1=CC=CC2=CC3=CC=CC=C3C=C12 deutero-anthracene